C(C=C)(=O)O.C(C=C)(=O)O.C(C=C)(=O)O.C(C=C)(=O)O.C(O)C(CC)(CO)CO (trimethylolpropane) tetraacrylate